C12COCCC2(C1)N1N=C2N=C(C=CC2=C1)C1=C(C=C(C=C1C)C(F)(F)F)O 2-(2-(3-oxabicyclo[4.1.0]heptan-6-yl)-2H-pyrazolo[3,4-b]pyridin-6-yl)-3-methyl-5-(trifluoromethyl)phenol